2-(4-(methoxymethyl)phenyl)-5,7-dimethyl-6-(3-morpholinophenyl)-2,6-dihydro-1H-pyrrolo[3,4-d]pyridazin-1-one COCC1=CC=C(C=C1)N1N=CC=2C(C1=O)=C(N(C2C)C2=CC(=CC=C2)N2CCOCC2)C